(E)-5-hydroxy-2-(quinolin-2-ylmethylene)-2,3-dihydro-1H-inden-1-one OC=1C=C2C\C(\C(C2=CC1)=O)=C/C1=NC2=CC=CC=C2C=C1